N-(3-(2-(dimethylamino)ethyl)-1H-indol-4-yl)acetamide CN(CCC1=CNC2=CC=CC(=C12)NC(C)=O)C